C(C1=CC=CC=C1)N1CCC(CC1)CNC(/C=C/C1=CC=C(C(=O)NO)C=C1)=O (E)-4-(3-(((1-benzylpiperidin-4-yl)methyl)amino)-3-oxoprop-1-en-1-yl)-N-hydroxybenzamide